N-([1,1'-biphenyl]-4-ylmethyl)-9-(1-methyl-1H-pyrazol-4-yl)-2-(piperazin-1-yl)-9H-Purine-6-amine C1(=CC=C(C=C1)CNC1=C2N=CN(C2=NC(=N1)N1CCNCC1)C=1C=NN(C1)C)C1=CC=CC=C1